P(O)(=O)(OP(=O)(O)OP(=O)(O)O)OC[C@@H]1[C@H]([C@H]([C@@H](O1)C1=CN(C(=O)NC1=O)CC1CCCCC1)O)O 1-cyclohexylmethyl-pseudouridine triphosphate